CN(C1CCN(CC1)CCN(C(=O)C1=CC2=C(S1)C(=CC(=C2)OC)C=2C=NC=C(C2)OC)CCC(=O)NC)C N-(2-(4-(dimethylamino)piperidin-1-yl)ethyl)-5-methoxy-7-(5-methoxypyridin-3-yl)-N-(3-(methylamino)-3-oxopropyl)benzo[b]thiophene-2-carboxamide